CC=CCCCCCCCCO Undec-2-en-11-ol